FC(C(=O)O)(F)F.C12C(C3CC(CC(C1)C3)C2)NC(=O)C=2N=C(NC2C)C2=NC=CC(=C2)C=2C=NC=C(C2)N2CCOCC2 N-2-Adamantyl-5-methyl-2-(5-morpholin-4-yl-3,4'-bipyridin-2'-yl)-1H-imidazole-4-carboxamide trifluoroacetate salt